N-(5-chloro-6-(difluoromethoxy)pyridin-3-yl)-N'-(4-(1-methoxyethyl)-6-(trifluoromethyl)-1,5-naphthyridin-3-yl)urea ClC=1C=C(C=NC1OC(F)F)NC(=O)NC=1C=NC2=CC=C(N=C2C1C(C)OC)C(F)(F)F